CC(=O)CCC[C@@H](C1=C(C=C2C(=C1[O-])C(=O)C3=C(C2=O)C=C(C=C3O)O)O)O The molecule is a phenolate anion obtained by deprotonation of the 2-hydroxy group of (S)-5'-oxoaverantin. It is the major microspecies at pH 7.3 (according to Marvin v 6.2.0.). It is a conjugate base of a (S)-5'-oxoaverantin.